S(N)(=O)(=O)CCCC(=O)OC(CCCCCCC\C=C/CCCCCCCC)CCCCCCC\C=C/CCCCCCCC (9Z,26Z)-pentatriaconta-9,26-dien-18-yl 4-sulfamoylbutanoate